(R)-N-(1-(3-(difluoromethyl)-2-fluorophenyl)ethyl)-7-methoxy-2-methyl-6-(piperazin-1-yl)quinolin-4-amine formate C(=O)O.FC(C=1C(=C(C=CC1)[C@@H](C)NC1=CC(=NC2=CC(=C(C=C12)N1CCNCC1)OC)C)F)F